C(NNNNCCCCCCCCCCC(=O)[O-])(=O)[O-] tetraazahexadecanedioate